6-Isopropoxy-2-(tetrahydro-2H-pyran-2-yl)-2H-pyrazolo[3,4-b]pyridine-5-carboxylic acid C(C)(C)OC=1C(=CC=2C(N1)=NN(C2)C2OCCCC2)C(=O)O